trimellitic acid tri(n-octyl-n-decyl) ester C(CCCCCCC)C(CCCCCCCCC)OC(C=1C(C(=O)OC(CCCCCCCCC)CCCCCCCC)=CC(C(=O)OC(CCCCCCCCC)CCCCCCCC)=CC1)=O